The molecule is a member of phytosterols, a 3beta-sterol and a 3beta-hydroxy-Delta(5)-steroid. It has a role as a mouse metabolite. It derives from a hydride of a campestane. C[C@H](CC[C@@H](C)C(C)C)[C@H]1CC[C@@H]2[C@@]1(CC[C@H]3[C@H]2CC=C4[C@@]3(CC[C@@H](C4)O)C)C